gamma-(3,2-epoxypropoxy)propyl-trimethoxysilane C(C1CO1)OCCC[Si](OC)(OC)OC